7-fluoro-5-(4-trifluoromethylbenzyl)-imidazo[1,2-a]pyridine-3-carboxylic acid (1-phenylcyclopropyl) amide C1(=CC=CC=C1)C1(CC1)NC(=O)C1=CN=C2N1C(=CC(=C2)F)CC2=CC=C(C=C2)C(F)(F)F